1-erucoyl-2-behenoyl-sn-glycero-3-phosphocholine C(CCCCCCCCCCC\C=C/CCCCCCCC)(=O)OC[C@@H](OC(CCCCCCCCCCCCCCCCCCCCC)=O)COP(=O)([O-])OCC[N+](C)(C)C